FC(OC1=CC=C(C=C1)N1C(C(=CC2=C1N=C(N=C2)OCC)C2=CC1=CN(N=C1C=C2)CCS(=O)(=O)C)=O)F 8-(4-(difluoromethoxy)phenyl)-2-ethoxy-6-(2-(2-(methylsulfonyl)ethyl)-2H-indazol-5-yl)pyrido[2,3-d]pyrimidin-7(8H)-one